CC(C)(CCCCCCCCCCCCCC)C1=CNC(O1)=O 5-(2-methylhexadecan-2-yl)oxazol-2(3H)-one